C1(CC1)CN1N=C(C(=C1)C=O)C(=O)OCC ethyl 1-(cyclopropylmethyl)-4-formyl-1H-pyrazole-3-carboxylate